C(C1=CC=CC=C1)OCCOC=1C=C(C=CC1)CCCN 3-(3-(2-(benzyloxy)ethoxy)phenyl)propan-1-amine